cyclobutane-1,1-dicarboxylic acid 1-(2,5-dioxopyrrolidin-1-yl) 1-ethyl ester C(C)OC(=O)C1(CCC1)C(=O)ON1C(CCC1=O)=O